C(C)OC(=O)C=1C(C=C2N([C@H]3[C@@H](C=4C=C(C(=CC24)OC)OCCCOC)OCC3(C)C)C1)=O (3aR,12bR)-10-methoxy-11-(3-methoxypropoxy)-3,3-dimethyl-7-oxo-3,3a,7,12b-tetrahydro-2H-furo[3,2-c]pyrido[2,1-a]isoquinoline-6-carboxylic acid ethyl ester